hexoxy-triethylene glycol acrylate C(C=C)(=O)O.C(CCCCC)OC(COCCOCCO)O